N-[3-(quinolin-2-yl)phenyl]prop-2-enamide N1=C(C=CC2=CC=CC=C12)C=1C=C(C=CC1)NC(C=C)=O